CCN(CC)C(=O)/C(=C/C1=CC(=C(C(=C1)OCC)O)[N+](=O)[O-])/C#N The molecule is a C-nitro compound that is entacapone in which the phenolic hydroxy group that is meta to the nitro group has been converted into the corresponding ethyl ether. It is a monocarboxylic acid amide, a nitrile, an aromatic ether and a member of 2-nitrophenols. It derives from a 5-nitrovanillin and an entacapone.